C(C)(C)(C)OC(C(CN1C(C2OCCN(C2C1)C(=O)OCC1=CC=CC=C1)=O)(C)C)=O (4R,7R)-benzyl 6-(3-(tert-butoxy)-2,2-dimethyl-3-oxopropyl)-7-oxohexahydropyrrolo[3,4-b][1,4]oxazine-4(4aH)-carboxylate